4-((2S,5R)-2,5-dimethyl-4-(prop-2-yn-1-yl)piperazine-yl)-1-methyl-2-oxo-1,2-dihydroquinoline-3-carbonitrile C[C@@H]1N(C[C@H](N(C1)CC#C)C)C1=C(C(N(C2=CC=CC=C12)C)=O)C#N